FC(C=1C=C2CC3(CN(CC3)C(C=C)=O)CN(C2=CC1)C1=CC=C(C=C1)C(F)(F)F)(F)F 1-[6-(trifluoromethyl)-1-[4-(trifluoromethyl)phenyl]spiro[2,4-dihydroquinoline-3,3'-pyrrolidine]-1'-yl]prop-2-en-1-one